C(C)OC(C(CCCl)=NC(=O)OCC)=O (S)-4-chloro-2-(ethoxycarbonylimino)butanoic acid ethyl ester